3-(3-(4-(Chloromethyl)phenyl)-5-(3-fluoropyridin-2-yl)-3H-imidazo[4,5-b]pyridin-2-yl)pyridin-2-amine ClCC1=CC=C(C=C1)N1C(=NC=2C1=NC(=CC2)C2=NC=CC=C2F)C=2C(=NC=CC2)N